1,5-bis[1,2-bis(ethoxycarbonyl)ethylamino]-2-methylpentane C(C)OC(=O)C(CC(=O)OCC)NCC(CCCNC(CC(=O)OCC)C(=O)OCC)C